ClC1=CC(=C(OCC2=NC=CC(=N2)O[C@@H]2CN(CC2)C(=O)OC(C)(C)C)C=C1)F tert-Butyl (S)-3-((2-((4-chloro-2-fluorophenoxy)methyl)pyrimidin-4-yl)oxy)pyrrolidine-1-carboxylate